COC(C(CC(=C)C)(C1=C(C=CC=C1)C#N)C)=O 2,4-dimethyl-2-(2-cyanophenyl)pent-4-enoic acid methyl ester